ortho-methoxyphenylethylammonium iodide [I-].COC1=C(C=CC=C1)CC[NH3+]